difluoroaminomethyl fluoride FN(F)CF